CNCCOCCOCCOCCOCCN(C(OC(C)(C)C)=O)C[C@@H](C(=O)NC=1C=C2C=CN=CC2=CC1)C1=CC=CC=C1 tert-butyl (S)-(5,8,11,14-tetraoxa-2-azahexadecane-16-yl)(3-(isoquinolin-6-ylamino)-3-oxo-2-phenylpropyl)carbamate